tris-(4-benzoyl-benzyloxy)-bismuth C(C1=CC=CC=C1)(=O)C1=CC=C(CO[Bi](OCC2=CC=C(C=C2)C(C2=CC=CC=C2)=O)OCC2=CC=C(C=C2)C(C2=CC=CC=C2)=O)C=C1